O=C1NC(CCC1N1C(C2=CC=C(C=C2C1)N1CCC(CC1)N1CCC(CC1)OC1CCN(CC1)C(=O)OC(C)(C)C)=O)=O tert-butyl 4-[(1-{1-[2-(2,6-dioxopiperidin-3-yl)-1-oxo-3H-isoindol-5-yl]piperidin-4-yl}piperidin-4-yl)oxy]piperidine-1-carboxylate